3-amino-8-(2-fluoro-6-methoxyphenyl)imidazo[1,2-a]pyrazine-2-carboxylic acid NC1=C(N=C2N1C=CN=C2C2=C(C=CC=C2OC)F)C(=O)O